(1-(3-cyano-5-fluoropyridin-4-yl)-3-methylpyrrolidin-3-yl)carbamate C(#N)C=1C=NC=C(C1N1CC(CC1)(C)NC([O-])=O)F